rel-N-{5-[(2',3'-difluoro[1,1'-biphenyl]-3-yl)methyl]-4-oxo-3-(propan-2-yl)-3,4,5,6,7,8-hexahydroquinazolin-6-yl}-1-fluorocyclopropane-1-sulfonamide FC1=C(C=CC=C1F)C1=CC(=CC=C1)CC1C=2C(N(C=NC2CCC1NS(=O)(=O)C1(CC1)F)C(C)C)=O